CN(CC(=O)N1CCC(CC1)C=1C=C2C(=C(NC2=CC1)C=1C=C(C=2N(C1)N=CN2)C(F)(F)F)C(C)C)C 2-(dimethylamino)-1-(4-(3-isopropyl-2-(8-(trifluoromethyl)-[1,2,4]triazolo[1,5-a]pyridin-6-yl)-1H-indol-5-yl)piperidin-1-yl)ethan-1-one